CC=1N=CC(=NC1)[C@@H](C)NC(C1=CC(=CC(=C1)C=1SC(=CN1)C)OC=1SC(=NN1)C)=O N-[(1R)-1-(5-Methylpyrazin-2-yl)ethyl]-3-[(5-methyl-1,3,4-thiadiazol-2-yl)oxy]-5-(5-methyl-1,3-thiazol-2-yl)benzamide